4-Bromoaniline BrC1=CC=C(N)C=C1